Cl.ClC1=C(OC[C@H]2[C@H](CNCC2)C)C=CC(=C1)F |o1:6,7| rel-(3R,4R)-4-((2-chloro-4-fluorophenoxy)methyl)-3-methylpiperidine hydrochloride